O=C1OC2=CC(=CC=C2C(=C1)C1=C(C=CC=C1)C)N[C@@H](C(=O)N)CC (R)-2-((2-oxo-4-(o-tolyl)-2H-chromen-7-yl)amino)butanamide